C(=O)O.C(#N)C1=C(OC2=C(C=C(C=C2C1=O)C)[C@@H](C)NC1=C(C(=O)O)C=CC=C1)C1=NN(C=C1C)C (R)-2-((1-(3-cyano-2-(1,4-dimethyl-1H-pyrazol-3-yl)-6-methyl-4-oxo-4H-chromen-8-yl)ethyl)amino)benzoic acid formic acid salt